BrC=1C=CC(=C2C3(C([C@H](C12)O)(F)F)OCCO3)SC(F)(F)F |r| rac-(1'S)-7'-bromo-2',2'-difluoro-4'-(trifluoromethylsulfanyl)spiro[1,3-dioxolane-2,3'-indane]-1'-ol